3-(2-bromophenyl)prop-2-yn-1-ol BrC1=C(C=CC=C1)C#CCO